FC1=CC=C(C=C1)N1N=NC(=C1COC1=CC=CN=N1)C 6-((1-(4-fluorophenyl)-4-methyl-1H-1,2,3-triazol-5-yl)methoxy)pyridazine